Tert-Butyl (2-((5-fluoro-2,3-dihydro-1H-inden-2-yl)carbamoyl)-6-((2-fluorophenyl)amino)pyridin-4-yl)carbamate FC=1C=C2CC(CC2=CC1)NC(=O)C1=NC(=CC(=C1)NC(OC(C)(C)C)=O)NC1=C(C=CC=C1)F